2-(3,4-dihydro-2H-pyran-5-yl)-N-(2-methyl-5-(2-(piperidin-1-yl)acetamido)pyridin-3-yl)-1H-pyrrolo[2,3-b]pyridine-5-carboxamide O1CCCC(=C1)C1=CC=2C(=NC=C(C2)C(=O)NC=2C(=NC=C(C2)NC(CN2CCCCC2)=O)C)N1